C(C)(C)(C)OC(=O)N1CCN(CC1)C(C1=CC=C(C=C1)C#N)C1=CC=C(C=C1)C#N.N[C@@H]1[C@@H](CCCC1)NC1=NC=C(C(=N1)NC=1C=C(C=CC1)C)C(=O)N 2-(((1R,2S)-2-aminocyclohexyl)amino)-4-(m-tolylamino)pyrimidine-5-carboxamide tert-butyl-4-(bis(4-cyanophenyl)methyl)piperazine-1-carboxylate